5-cyclopropyl-2-[4-[[(3R)-1-methyl-3-piperidyl]amino]phthalazin-1-yl]pyridin-3-ol C1(CC1)C=1C=C(C(=NC1)C1=NN=C(C2=CC=CC=C12)N[C@H]1CN(CCC1)C)O